1-(3-methoxyphenyl)-2-p-toluenesulfonyl-ethanone COC=1C=C(C=CC1)C(CS(=O)(=O)C1=CC=C(C)C=C1)=O